tert-butyl 4-[5-(4,4,5,5-tetramethyl-1,3,2-dioxaborolan-2-yl)-2-pyridyl]piperidine-1-carboxylate CC1(OB(OC1(C)C)C=1C=CC(=NC1)C1CCN(CC1)C(=O)OC(C)(C)C)C